2,3,4,5-tetrahydrobenzo[f][1,4]thiazepine 1,1-dioxide hydrochloride Cl.S1(CCNCC2=C1C=CC=C2)(=O)=O